N1N=C(C=C1)O diazolol